C1C2COC3=C(C21)C=CC=C3C(=O)O 1,1a,2,7b-tetrahydrocyclopropa[c]benzopyran-4-carboxylic acid